8-fluoro-1-(((R)-1-(4-methoxyphenyl)ethyl)amino)-1,3,4,5-tetrahydrophenanthridin-6(2H)-one FC=1C=C2C(NC=3CCCC(C3C2=CC1)N[C@H](C)C1=CC=C(C=C1)OC)=O